O1NCC(CCC1)C1=CC(=CC2=C1N=CS2)C(=O)O 4-(Oxazepan-4-yl)-1,3-benzothiazole-6-carboxylic acid